(R)-2-amino-N-(4-(benzo[d]thiazol-2-yl)phenyl)-3-cyanopropanamide N[C@@H](C(=O)NC1=CC=C(C=C1)C=1SC2=C(N1)C=CC=C2)CC#N